C(C1=CC=CC=C1)OCCCCCCCCC(CCCCCCCC)O 1-(benzyloxy)-9-heptadecanol